O=C1C=2NC(=NC2N=C(N1CCC)N1[C@@H](CCC1)C(=O)N)C=1C=NN(C1)CC1=CC(=CC=C1)C(F)(F)F (S)-1-{6-oxo-1-propyl-8-[1-(3-trifluoromethyl-benzyl)-1H-pyrazol-4-yl]-6,7-dihydro-1H-purin-2-yl}-pyrrolidine-2-carboxylic acid amide